4,5-dimethyl-2-mercaptopyrimidine CC1=NC(=NC=C1C)S